C(C)OC(C(=O)ON1C(CCC1=O)=O)(C)OCC Succinimidyl 2,2-diethoxypropionate